N-(2-(2-(2-bromoethoxy)ethoxy)ethyl)-N,N-dimethylferrocenylmethylammonium BrCCOCCOCC[N+](C)(C)C[C-]1C=CC=C1.[CH-]1C=CC=C1.[Fe+2]